NC[C@@H](CN1CC2=CC=CC=C2CC1)O (S)-1-amino-3-(3,4-dihydroisoquinolin-2(1H)-yl)propan-2-ol